C(C)(C)(C)OC(=O)NCC1=C(C(=O)OC)C=CC(=C1)Cl methyl 2-[(tert-butoxycarbonyl) aminomethyl]-4-chloro-benzoate